3-(4-bromo-1H-pyrazol-1-yl)-3-cyclopentylpropionic acid methyl ester COC(CC(C1CCCC1)N1N=CC(=C1)Br)=O